CC1=CC2=C(C=C1C)OC3=C(C2=O)C(=CC(=C3)O)O[C@H]4[C@@H]([C@H]([C@@H]([C@H](O4)CO)O)O)O The molecule is a xanthone glycoside that is 9H-xanthene substituted by a hydroxy group at position 3, methyl groups at positions 6 and 7, an oxo group at position 9 and a beta-D-glucopyranosyloxy group at position 1. It has a role as a plant metabolite. It is a beta-D-glucoside, a member of phenols, a xanthone glycoside and a monosaccharide derivative.